C1(=CC=CC=C1)C(C(=O)[O-])(C1=CC=CC=C1)CC Phenyl-ethylphenylacetat